(-)-(3S*,4R*)-4-(6-fluoro-2,3-dihydrobenzofuran-5-yl)-2-oxopyrrolidine-3-carboxylic acid FC1=CC2=C(CCO2)C=C1[C@H]1[C@@H](C(NC1)=O)C(=O)O |o1:10,11|